O1C=C(C=C1)C=1N=C(C2=C(N1)SC(=C2)C)NCCCC=2C=NC(=CC2)C2=CC=C(C=C2)OC(F)(F)F 2-(furan-3-yl)-6-methyl-N-(3-(6-(4-(trifluoromethoxy)phenyl)pyridin-3-yl)propyl)thieno[2,3-d]pyrimidin-4-amine